6-(6-chloro-2,5-dimethylpyrimidin-4-yl)-N-(2-fluoropyridin-3-yl)-5,6,7,8-tetrahydro-1,6-naphthyridin-3-amine ClC1=C(C(=NC(=N1)C)N1CC=2C=C(C=NC2CC1)NC=1C(=NC=CC1)F)C